6-(4-benzylpiperidine-1-carbonyl)-4H-1,4-benzoxazin-3-one C(C1=CC=CC=C1)C1CCN(CC1)C(=O)C=1C=CC2=C(NC(CO2)=O)C1